C(C)(C)(C)OC(=O)N1C[C@H](OCC1)C=O tert-butyl-(S)-2-formylmorpholine-4-carboxylate